BrC=1C(=NC(=NC1)NC1=CC=C(C=2OCCOC21)N2CCC(CC2)N(C)C)NC=2C=CC=C1CCN(C21)S(=O)(=O)C 5-bromo-N2-(8-(4-(dimethylamino)piperidin-1-yl)-2,3-dihydrobenzo[b][1,4]dioxin-5-yl)-N4-(1-(methylsulfonyl)indolin-7-yl)pyrimidine-2,4-diamine